Cl.FC(C=1C=2N(C=C(C1)NC(=O)N1CCC=3C1=NC=CC3N3C[C@@H](N[C@@H](C3)C)C)C=C(N2)C)F N-(8-(difluoromethyl)-2-methylimidazo[1,2-a]pyridin-6-yl)-4-((3S,5R)-3,5-dimethylpiperazin-1-yl)-2,3-dihydro-1H-pyrrolo[2,3-b]pyridine-1-carboxamide hydrochloride